tert-Butyl-2-(5-fluoropyridin-2-yl)morpholine-4-carboxylate C(C)(C)(C)OC(=O)N1CC(OCC1)C1=NC=C(C=C1)F